(3-methoxy-1-bicyclo[1.1.1]pentanyl)-[4-(2-tetrahydropyran-4-yl-3H-imidazo[4,5-b]pyridin-7-yl)-1-piperidyl]methanone COC12CC(C1)(C2)C(=O)N2CCC(CC2)C2=C1C(=NC=C2)NC(=N1)C1CCOCC1